tert-butyl N-[2-[2-[2-[2-[2-[2-(2-azidoethoxy)ethoxy]ethoxy]-ethoxy]ethoxy]ethoxy]ethyl]-N-methyl-carbamate N(=[N+]=[N-])CCOCCOCCOCCOCCOCCOCCN(C(OC(C)(C)C)=O)C